CC1=C(C(=CC=C1)C)N([C@@H](C)C(=O)OC)C(=O)C2=CC=CO2 The molecule is a methyl N-(2,6-dimethylphenyl)-N-2-furoylalaninate that has S configuration. It is a methyl N-(2,6-dimethylphenyl)-N-2-furoylalaninate and a L-alanine derivative. It is an enantiomer of a (R)-furalaxyl.